Cl.N1CC(C1)C=1SC(=CN1)C1=CC=CC=C1 2-(azetidin-3-yl)-5-phenylthiazole hydrochloride